COC(C(C)(C)C=1C=NC(=CC1)N1CCC(CC1)C(N)=O)=O 2-(6-(4-carbamoylpiperidin-1-yl)pyridin-3-yl)-2-methylpropionic acid methyl ester